N1(CCCC1)C1=CC=C(O[C@H]2[C@H](CCC2)NS(=O)(=O)C(C)C)C=C1 N-[(1S,2R)-2-(4-pyrrolidin-1-ylphenoxy)cyclopentyl]propane-2-sulfonamide